BrC1=C(C(=CC(=C1C)C1(OS(C2=C1C=CC=C2)(=O)=O)C2=C(C(=C(C(=C2)Br)O)Br)C)Br)O 2,6-dibromo-4-[3-(3,5-dibromo-4-hydroxy-2-methyl-phenyl)-1,1-dioxo-2,1-benzoxathiol-3-yl]-3-methyl-phenol